C1(CC1)C=1NC(=NN1)C1CC2(CN(C2)C(=O)N2CC(C2)NCC2=C(C=C(C=C2)C(F)(F)F)F)C1 [6-(5-cyclopropyl-4H-1,2,4-triazol-3-yl)-2-azaspiro[3.3]heptan-2-yl]-[3-[[2-fluoro-4-(trifluoromethyl)phenyl]methylamino]azetidin-1-yl]methanone